C(C)(C)(C)OC(=O)N(C(OC(C)(C)C)=O)C1=NC(N(C=C1)C1CC1)=O tert-butyl (tert-butoxycarbonyl)(1-cyclopropyl-2-oxo-1,2-dihydropyrimidin-4-yl)carbamate